zirconium (allyl acetoacetate) tri(isopropoxide) CC([O-])C.CC([O-])C.CC([O-])C.C(C=C)CC(CC(=O)[O-])=O.[Zr+4]